4-fluoro-3-(N-(2-morpholinoethyl)methylsulfonylamino)benzoic acid hydrochloride Cl.FC1=C(C=C(C(=O)O)C=C1)N(CCN1CCOCC1)S(=O)(=O)C